FC1=C(C=CC(=C1)N1C(O[C@H](C1)CNC(C)=O)=O)C1=CC=C(C=C1)CNCC1=CN=NN1 N-{[(5S)-3-(2-fluoro-4'-{[(1H-1,2,3-triazol-5-ylmethyl)amino]methyl}biphenyl-4-yl)-2-oxo-1,3-oxazolidin-5-yl]methyl}acetamide